2-hydroxy-[1,1'-biphenyl]-3-carboxylic acid OC1=C(C=CC=C1C(=O)O)C1=CC=CC=C1